C(C1=CC=CC=C1)[C@@H]1C(N2C(=C3N1C(N(C(N3C3=CC=CC=C3)=O)C3=CC=CC=C3)=O)CC[C@H]2C(=O)NCC2=CC3=CC=CC=C3C=C2)=O (6R,9S)-6-Benzyl-N-(naphthalen-2-ylmethyl)-2,4,7-trioxo-1,3-diphenyl-1,3,4,6,7,9,10,11-octahydro-2H-pyrrolo[2',1':3,4]pyrazino[1,2-a][1,3,5]triazine-9-carboxamide